1-((4-((S)-3-(3-cyanoazetidin-1-yl)-2-(4-((4-(morpholinomethyl)phenyl)ethynyl)phenyl)propyl)-6-oxo-1,6-dihydropyrimidin-5-yl)oxy)ethyl ethyl carbonate C(OC(C)OC1=C(N=CNC1=O)C[C@H](CN1CC(C1)C#N)C1=CC=C(C=C1)C#CC1=CC=C(C=C1)CN1CCOCC1)(OCC)=O